4,4-difluoro-5-(4,4,5,5-tetramethyl-1,3,2-dioxaborolan-2-yl)-3,4-dihydroisoquinoline-2(1H)-carboxylic acid tert-butyl ester C(C)(C)(C)OC(=O)N1CC2=CC=CC(=C2C(C1)(F)F)B1OC(C(O1)(C)C)(C)C